(R)-3-(3-CHLORO-5-FLUORO-2-((4-(1H-PYRAZOL-1-YL)-2-METHYLQUINOLIN-8-YLOXY)METHYL)PHENYL)MORPHOLIN ClC=1C(=C(C=C(C1)F)[C@H]1NCCOC1)COC=1C=CC=C2C(=CC(=NC12)C)N1N=CC=C1